FC1(CN(CC1)C1=NC=CC(=C1NC(=O)C=1C=NC(=NC1)C(C)C)C1=CC(=NN1)C(F)(F)F)F N-(2-(3,3-difluoropyrrolidin-1-yl)-4-(3-(tri-fluoromethyl)-1H-pyrazol-5-yl)pyridin-3-yl)-2-isopropylpyrimidine-5-carboxamide